C(C)OC(CC(CC1CC[C@H](N1C(=O)OC(C)(C)C)C(=O)OC)O)=O 1-(tertbutyl) 2-methyl (2S)-5-(4-ethoxy-2-hydroxy-4-oxobutyl)pyrrolidine-1,2-dicarboxylate